5-(3-((4-(2,3-dichlorophenyl)piperazin-1-yl)methyl)piperidin-1-yl)-2-(furan-2-yl)-[1,2,4]Triazolo[1,5-a][1,3,5]triazine-7-amine ClC1=C(C=CC=C1Cl)N1CCN(CC1)CC1CN(CCC1)C1=NC=2N(C(=N1)N)N=C(N2)C=2OC=CC2